FC(C(Cl)Cl)(Cl)F 1,1-difluoro-1,2,2-trichloroethane